ClC=1C(N(C(=CC1OC([2H])([2H])C1=NC=C(C=C1F)F)C)C1=CC(=NC=C1C)C1=NC(=NC=C1)C1(CCC1)C(=O)NC)=O (S)-1-(4-(3-chloro-4-((3,5-difluoropyridin-2-yl)methoxy-d2)-5',6-dimethyl-2-oxo-2H-[1,4'-bipyridyl]-2'-yl)pyrimidin-2-yl)-N-methylcyclobutane-1-carboxamide